(R)-ethyl 2-acetoxy-3-(5-cyano-2-((2-(2-methoxyphenyl)pyrimidin-4-yl)methoxy)phenyl)propanoate C(C)(=O)O[C@@H](C(=O)OCC)CC1=C(C=CC(=C1)C#N)OCC1=NC(=NC=C1)C1=C(C=CC=C1)OC